4-(tert-Butoxycarbonyl)morpholine-2-carboxylic acid C(C)(C)(C)OC(=O)N1CC(OCC1)C(=O)O